(3R,4S)-1-[4-({8-[(2R,3S)-3-[(ethanesulfonyl)methyl]-2-methylazetidin-1-yl]-5-(propan-2-yl)-2,6-naphthyridin-3-yl}amino)pyrimidin-2-yl]-3-fluoro-4-methyl-piperidin-4-ol C(C)S(=O)(=O)C[C@@H]1[C@H](N(C1)C=1C=NC(=C2C=C(N=CC12)NC1=NC(=NC=C1)N1C[C@H]([C@](CC1)(O)C)F)C(C)C)C